(Z)-1-(((1r,4r)-4-aminocyclohexyl)methyl)-3-((3,5-dimethyl-1H-pyrrol-2-yl)methylene)-N-methyl-2-oxo-2,3-dihydro-1H-pyrrolo[3,2-c]pyridine-6-carboxamide hydrochloride Cl.NC1CCC(CC1)CN1C(\C(\C=2C=NC(=CC21)C(=O)NC)=C/C=2NC(=CC2C)C)=O